C1(CC1)C=1N=NN(C1)[C@H](C(=O)N1[C@@H](C[C@H](C1)O)C(=O)NCC1=NC=2N(C(=C1)O)N=CC2)C(C)(C)C (2S,4r)-1-[(2S)-2-(4-cyclopropyl-triazol-1-yl)-3,3-dimethyl-butyryl]-4-hydroxy-N-[(7-hydroxypyrazolo[1,5-a]pyrimidin-5-yl)methyl]pyrrolidine-2-carboxamide